(R,Z)-6-(2-(6-(2-amino-5,5-difluoro-4-methyl-5,6-dihydro-4H-1,3-oxazin-4-yl)-5-fluoropyridin-2-yl)-1-fluorovinyl)nicotinonitrile NC=1OCC([C@@](N1)(C)C1=C(C=CC(=N1)\C=C(/F)\C1=NC=C(C#N)C=C1)F)(F)F